[I-].CC1=C([NH+](C2=CC=CC=C12)CCC)C dimethyl-1-propylindolium iodide